N-(4-(2-amino-3-iodopyridin-4-yloxy)-3-fluorophenyl)-3-(4-fluorophenyl)-2,4-dioxo-1,2,3,4-tetrahydropyrimidine-5-carboxamide NC1=NC=CC(=C1I)OC1=C(C=C(C=C1)NC(=O)C=1C(N(C(NC1)=O)C1=CC=C(C=C1)F)=O)F